(1'R,2'R)-5'-Methyl-4-pentyl-2'-(prop-1-en-2-yl)-1',2',3',4'-tetra-hydro-[1,1'-biphenyl]-2,6-diol CC=1CC[C@H]([C@@H](C1)C=1C(=CC(=CC1O)CCCCC)O)C(=C)C